C12(CC(C1)C2)C2=NN(C(=C2C(F)(F)F)C(=O)NC2=CC(=CC=C2)S(=O)(=N)C)CC2C(C2)C(F)F 3-(bicyclo[1.1.1]pentan-1-yl)-1-((2-(difluoromethyl)cyclopropyl)methyl)-N-(3-(S-methylsulfonimidoyl)phenyl)-4-(trifluoromethyl)-1H-pyrazole-5-carboxamide